6-(2,4-dimethyl-1,3-thiazol-5-yl)imidazo[1,2-a]pyrimidine-2-carboxylic acid CC=1SC(=C(N1)C)C=1C=NC=2N(C1)C=C(N2)C(=O)O